2-(4-fluorothieno[2,3-c]pyridine-2-carbonyl)hydrazine-1-carboxylic acid tert-butyl ester C(C)(C)(C)OC(=O)NNC(=O)C1=CC=2C(=CN=CC2F)S1